5-[(1S)-1-(3,5-dimethylpyridazin-4-yl)ethoxy]-3-iodo-6-methoxy-1-tetrahydropyran-2-yl-indazole CC=1N=NC=C(C1[C@H](C)OC=1C=C2C(=NN(C2=CC1OC)C1OCCCC1)I)C